O=C1NC(CC[C@@H]1N1C(C2=CC=CC(=C2C1=O)N1CCC(CC1)CN1CCN(CC1)C1=CC=C(CNC2=C3N=CN(C3=NC=N2)C2CC(C2)NC(C2=NC(=CC=C2)C)=O)C=C1)=O)=O N-((1s,3s)-3-(6-((4-(4-((1-(2-(2,6-dioxopiperidin-3-yl)-1,3-dioxoisoindolin-4-yl)piperidin-4-yl)methyl)piperazin-1-yl)benzyl)amino)-9H-purin-9-yl)cyclobutyl)-6-methylpicolinamide